3-methoxy-benzoic acid COC=1C=C(C(=O)O)C=CC1